4-Methyl-7-(pyrrolidin-3-yl)-4,7-diazaspiro[2.5]octane dihydrochloride Cl.Cl.CN1C2(CC2)CN(CC1)C1CNCC1